C1[C@H]([C@@H]([C@H]([C@@H]([C@H]1N)O[C@@H]2[C@@H]([C@H]([C@@H]([C@H](O2)CN)O)O)N)O[C@H]3[C@@H]([C@@H]([C@H](O3)COP(=O)(O)O)O)O)O)N The molecule is a glycoside phosphate that is ribostamycin (vistamycin) in which the ribofuranosyl residue is substituted at position 5 by a phosphate group. It is an amino cyclitol glycoside and a glycoside phosphate. It derives from a ribostamycin. It is a conjugate base of a 5''-phosphoribostamycin(2+).